2,2-bis[(3-methacryloyloxy-2-hydroxypropoxy)phenyl]propane C(C(=C)C)(=O)OCC(COC1=C(C=CC=C1)C(C)(C)C1=C(C=CC=C1)OCC(COC(C(=C)C)=O)O)O